tert-butyl-3-(3-((4-cyano-2-fluorobenzyl) oxy) phenyl)-3,8-diazabicyclo[3.2.1]octane-8-carboxylate C(C)(C)(C)OC(=O)N1C2CN(CC1CC2)C2=CC(=CC=C2)OCC2=C(C=C(C=C2)C#N)F